methyl 2-[E-2-(dimethylamino)vinyl]-4-nitro-benzoate CN(/C=C/C1=C(C(=O)OC)C=CC(=C1)[N+](=O)[O-])C